1-(cyclopentadien-1-yl)-1-(2,7-di-n-butylfluorenyl)-1,1-diphenyl-methane C1(=CC=CC1)C(C1=CC=CC=C1)(C1=CC=CC=C1)C1=C(C=CC=2C3=CC=C(C=C3CC12)CCCC)CCCC